1-(4-(4-(2-(piperidin-1-yl)ethoxy)phenoxy)naphthalen-1-yl)-3-(pyridin-4-ylmethyl)urea N1(CCCCC1)CCOC1=CC=C(OC2=CC=C(C3=CC=CC=C23)NC(=O)NCC2=CC=NC=C2)C=C1